1,1,1-trifluoro-N-phenyl-N-trifluoromethanesulfonylmethane-sulfonamide FC(S(=O)(=O)N(S(=O)(=O)C(F)(F)F)C1=CC=CC=C1)(F)F